C1CC12CCN(CC2)C2=C(C(=O)N)C=CC(=C2)NS(=O)(=O)[C@H](CO)C 2-{6-azaspiro[2.5]oct-6-yl}-4-[(2S)-1-hydroxypropane-2-sulfonylamino]benzamide